6-oxo-1,6-dihydropyridine-3-carboxylic acid tert-butyl ester C(C)(C)(C)OC(=O)C1=CNC(C=C1)=O